rac-2-(4,7-Dichloro-6-(4-((3-methoxypyrrolidin-1-yl)methyl)phenyl)-2H-indazol-2-yl)((R)-6-fluoro-6,7-dihydro-5H-pyrrolo[1,2-c]imidazol-1-yl)-N-(thiazol-2-yl)acetamide ClC=1C2=CN(N=C2C(=C(C1)C1=CC=C(C=C1)CN1CC(CC1)OC)Cl)C(C(=O)NC=1SC=CN1)C1=C2N(C=N1)C[C@@H](C2)F